FC1=CC=C(C=C1)C1(CCCC1)C(=O)Cl 1-(4-fluorophenyl)cyclopentane-1-carboxylic acid chloride